CN(C=1C=C(C=CC1)[C@@H]1N(CCCC1)C(C(=O)NC=1C=C(C=NC1)C(=O)N)=O)C 5-[[2-[(2R)-2-[3-(dimethylamino)phenyl]-1-piperidyl]-2-oxo-acetyl]amino]pyridine-3-carboxamide